4-iodo-1-[2-[(4-methoxyphenyl)methyl]pyrazol-3-yl]-6-[(3R)-3-methylmorpholin-4-yl]-2H-pyrazolo[3,4-b]pyridin-3-one IC1=C2C(=NC(=C1)N1[C@@H](COCC1)C)N(NC2=O)C=2N(N=CC2)CC2=CC=C(C=C2)OC